N-{5-[2-(2,6-dichlorophenyl)acetamido]pyridazin-3-yl}-N-phenylacetamide ClC1=C(C(=CC=C1)Cl)CC(=O)NC=1C=C(N=NC1)N(C(C)=O)C1=CC=CC=C1